5-[2-methyl-4-[5-methyl-3-(4-pyridyl)-1H-pyrazol-4-yl]phenyl]-1H-pyridin-2-one CC1=C(C=CC(=C1)C=1C(=NNC1C)C1=CC=NC=C1)C=1C=CC(NC1)=O